((5-isobutyl-4-methyl-3-(4-((2-methyl-1H-imidazol-1-yl)methyl)phenyl)thiophen-2-yl)sulfonyl)carbamic acid butyl ester C(CCC)OC(NS(=O)(=O)C=1SC(=C(C1C1=CC=C(C=C1)CN1C(=NC=C1)C)C)CC(C)C)=O